OC1=NC(=NC(=C1)O)SCCC 4,6-dihydroxy-2-propylthiopyrimidine